CC=1C=C(C=C2C=NNC12)C1NCC(CC1)C 7-methyl-5-(5-methyl-2-piperidyl)-1H-Indazole